4-acryloyloxybiphenyl-4-carboxylate C(C=C)(=O)OC1(CC=C(C=C1)C1=CC=CC=C1)C(=O)[O-]